4-((S)-4-acryloyl-2-methylpiperazin-1-yl)-7-(2-(difluoromethyl)-6-fluorophenyl)-6-fluoro-1-(2-methyl-6-(methylsulfonyl)phenyl)pyridino[2,3-d]pyrimidin-2(1H)-one C(C=C)(=O)N1C[C@@H](N(CC1)C=1C2=C(N(C(N1)=O)C1=C(C=CC=C1S(=O)(=O)C)C)N=C(C(=C2)F)C2=C(C=CC=C2F)C(F)F)C